(2s,6r)-4-(2,7-dichloro-8-fluoro-pyrido[4,3-d]pyrimidin-4-yl)-2,6-dimethyl-piperazine-1-carboxylic acid tert-butyl ester C(C)(C)(C)OC(=O)N1[C@H](CN(C[C@H]1C)C=1C2=C(N=C(N1)Cl)C(=C(N=C2)Cl)F)C